C(C(C)(C)C)C=1OC(=CN1)C=1C=CC(=NC1C1=CC=C2C=CC=NC2=C1)C#N 5-(2-Neopentyloxazol-5-yl)-6-(chinolin-7-yl)picolinonitril